2-amino-2-(3-chlorophenyl)-N-(8,9-difluoro-6-oxo-1,4,5,6-tetrahydro-2H-pyrano[3,4-c]isoquinolin-1-yl)-N-methylacetamide NC(C(=O)N(C)C1COCC=2NC(C=3C=C(C(=CC3C21)F)F)=O)C2=CC(=CC=C2)Cl